C(=O)(O)CNCC=1C(NC(NC1)=O)=O 5-carboxymethylaminometh-yluracil